C(C)(C)(C)OC(=O)N1C2CN(CC1C2)CC2=C(C(=CC=C2)C2=CC(=C(C=C2)C#N)F)C2CC2 tert-Butyl-3-[[3-(4-cyano-3-fluoro-phenyl)-2-cyclopropyl-phenyl]methyl]-3,6-diazabicyclo[3.1.1]heptane-6-carboxylate